BrC1=CC=C(C=C1)C=1N=C2N(C=CC=C2)C1CN1C2CN(CC1CC2)C(=O)C2CCCC2 (8-{[2-(4-bromophenyl)imidazo[1,2-a]pyridin-3-yl]methyl}-3,8-diazabicyclo[3.2.1]oct-3-yl)(cyclopentyl)methanone